COC1=CC=C(C=C1)C(OC[C@]1([C@H](C[C@@H](O1)N1C2=NC=NC(=C2N=C1)N)O[Si](C)(C)C(C)(C)C)CO[Si](C)(C)C(C)(C)C)(C1=CC=CC=C1)C1=CC=C(C=C1)OC 9-[(2R,4S,5R)-5-{[bis(4-methoxyphenyl)(phenyl)methoxy]methyl}-4-[(tert-butyldimethylsilyl)oxy]-5-{[(tert-butyldimethylsilyl)oxy]methyl}oxolan-2-yl]purin-6-amine